exo-6-(4-(3-oxa-8-azabicyclo[3.2.1]octan-2-yl)-6-chloropyridin-2-yl)-N-methylpyrimidine-4-carboxamide C12C(OCC(CC1)N2)C2=CC(=NC(=C2)Cl)C2=CC(=NC=N2)C(=O)NC